BrC=1C=NN2C1N=C(N=C2NCC2=NC1=C(N2COCC[Si](C)(C)C)C(=CC=C1)CCCNC(OC(C)(C)C)=O)S(=O)(=O)C tert-butyl {3-[2-({[8-bromo-2-(methanesulfonyl)pyrazolo[1,5-a][1,3,5]triazin-4-yl]amino}methyl)-1-{[2-(trimethylsilyl)ethoxy]methyl}-1H-benzimidazol-7-yl]propyl}carbamate